6-(3-methyl-4-(((4-phenylpyrimidin-2-yl)amino)methyl)isoxazol-5-yl)pyridin-3-ol CC1=NOC(=C1CNC1=NC=CC(=N1)C1=CC=CC=C1)C1=CC=C(C=N1)O